C1(CC1)C=1NC(=NN1)C1CC2(CN(C2)C(=O)N2CC(C2)C2=CC=C(C=C2)N2[C@H](CC(CC2)(F)F)C(=O)N)C1 (2R)-1-[4-[1-[6-(5-cyclopropyl-4H-1,2,4-triazol-3-yl)-2-azaspiro[3.3]heptane-2-carbonyl]azetidin-3-yl]phenyl]-4,4-difluoro-piperidine-2-carboxamide